N1C(=NC=C1)C1=C(N)C=CC=C1 2-(1H-imidazol-2-yl)aniline